(-)-(4aS,8aR)-6-[4-[[2-Chloro-4-(trifluoromethoxy)phenoxy]methyl]piperidine-1-carbonyl]-4,4a,5,7,8,8a-hexahydropyrido[4,3-b][1,4]oxazin-3-one ClC1=C(OCC2CCN(CC2)C(=O)N2C[C@H]3[C@H](OCC(N3)=O)CC2)C=CC(=C1)OC(F)(F)F